4-((5-((1s,3s)-3-(((1-(1-(aminomethyl)cyclopropyl)-1H-1,2,3-triazol-4-yl)oxy)methyl)cyclobutyl)pyrimidin-2-yl)amino)-3-fluorobenzenesulfonamide NCC1(CC1)N1N=NC(=C1)OCC1CC(C1)C=1C=NC(=NC1)NC1=C(C=C(C=C1)S(=O)(=O)N)F